trimethyl-4-vinyl-benzylphosphonium chloride [Cl-].C[P+](CC1=CC=C(C=C1)C=C)(C)C